(2S)-5,5-dimethyl-2-[(2S,3S)-3-methyl-2-{[(2S)-morpholin-2-yl]formamido}pentanamido]hexanoic acid CC(CC[C@@H](C(=O)O)NC([C@H]([C@H](CC)C)NC(=O)[C@@H]1CNCCO1)=O)(C)C